2,4-dimethyl-1-vinylimidazole CC=1N(C=C(N1)C)C=C